tantalum-molybdenum [Mo].[Ta]